2,3-dithia-5,7-diazabicyclo[2.2.2]octane-6,8-dione C12SSC(NC1=O)C(N2)=O